3-ethynyl-2-methyl-N-(3-((4-methylpiperazin-1-yl)methyl)-5-(trifluoromethyl)phenyl)benzamide tert-butyl-(3-((3-carbamoyl-6-chloro-5-ethylpyrazin-2-yl)amino)phenethyl)carbamate C(C)(C)(C)N(C(O)=O)CCC1=CC(=CC=C1)NC1=NC(=C(N=C1C(N)=O)CC)Cl.C(#C)C=1C(=C(C(=O)NC2=CC(=CC(=C2)C(F)(F)F)CN2CCN(CC2)C)C=CC1)C